Cl.O[C@@H]1C[C@H](NC1)C(=O)NCC1=CC=C(C=C1)C1=C(N=CS1)C (2S,4R)-4-hydroxy-N-[[4-(4-methyl-1,3-thiazol-5-yl)phenyl]methyl]pyrrolidine-2-carboxamide hydrochloride